tert-Butyl 3-[7-fluoro-2-(hydroxymethyl)indan-5-yl]oxyazetidine-1-carboxylate FC=1C=C(C=C2CC(CC12)CO)OC1CN(C1)C(=O)OC(C)(C)C